4-[cyclopropyl-[4-(5,6,7,8-tetrahydro-1,8-naphthyridin-2-yl)butyl]amino]-2-(spiro[2.5]octane-6-carbonylamino)butanoic acid C1(CC1)N(CCC(C(=O)O)NC(=O)C1CCC2(CC2)CC1)CCCCC1=NC=2NCCCC2C=C1